3-(3,5-dimethyl-1H-pyrazol-1-yl)-N-({1-oxo-2-[(pyridin-3-yl)methyl]-1H,2H,3H,4H-pyrrolo[1,2-a]pyrazin-3-yl}methyl)propanamide CC1=NN(C(=C1)C)CCC(=O)NCC1N(C(C=2N(C1)C=CC2)=O)CC=2C=NC=CC2